[Ti].C[SiH](C1C2=CC=CC=C2C=2C=CC=CC12)C dimethyl-9-fluorenylsilane titanium